FC=1C=CC2=C(C=C(O2)C(=O)NCC2=CC=C(C=C2)C(=O)NNCCC)C1 5-fluoro-N-(4-(2-propylhydrazine-1-carbonyl)benzyl)benzofuran-2-carboxamide